C(C1=CC=CC=C1)OCC=1N(C=2N(C(N=C(C2N1)N1C[C@H](N(C[C@@H]1CC)C(=O)OC(C)(C)C)CC)=O)C)C tert-butyl (2R,5S)-4-(8-((benzyloxy) methyl)-3,9-dimethyl-2-oxo-3,9-dihydro-2H-purin-6-yl)-2,5-diethylpiperazine-1-carboxylate